N-(Amino(3-fluoro-5-(2-hydroxypropan-2-yl)thiophen-2-yl)(oxo)-λ6-sulfaneylidene)-2-(4-isopropyl-3,6,7,8-tetrahydro-1H-indeno[4,5-c]furan-5-yl)acetamide NS(=NC(CC1=C(C2=C(COC2)C=2CCCC12)C(C)C)=O)(=O)C=1SC(=CC1F)C(C)(C)O